(R)-8-(8-(3-chlorophenyl)-7-methylimidazo[1,2-c]pyrimidin-5-yl)-8-azaspiro[4.5]decan-1-amine ClC=1C=C(C=CC1)C=1C=2N(C(=NC1C)N1CCC3(CCC[C@H]3N)CC1)C=CN2